palladium 5,10,15,20-tetrakis(4-carboxyphenyl)porphyrin C(=O)(O)C1=CC=C(C=C1)C=1C2=CC=C(N2)C(=C2C=CC(C(=C3C=CC(=C(C=4C=CC1N4)C4=CC=C(C=C4)C(=O)O)N3)C3=CC=C(C=C3)C(=O)O)=N2)C2=CC=C(C=C2)C(=O)O.[Pd]